methyl 4-((3-acetamido-5-(4,4-difluoropiperidine-1-carbonyl) pyridin-2-yl) amino)benzoate C(C)(=O)NC=1C(=NC=C(C1)C(=O)N1CCC(CC1)(F)F)NC1=CC=C(C(=O)OC)C=C1